methyl (benzoylphenyl) carbonate C(OC)(OC1=C(C=CC=C1)C(C1=CC=CC=C1)=O)=O